racemic-cis-4-azido-1-benzyl-4-methylpiperidin-3-yl benzoate C(C1=CC=CC=C1)(=O)O[C@@H]1CN(CC[C@]1(C)N=[N+]=[N-])CC1=CC=CC=C1 |r|